N-(pyrazol-3-yl)-N-(thiophen-2-ylmethyl)-2-(p-tolyloxy)acetamide N1N=C(C=C1)N(C(COC1=CC=C(C=C1)C)=O)CC=1SC=CC1